C1OCC2=C1C=CC=C2B2OC(C(O2)(C)C)(C)C 2-(1,3-dihydro-2-benzofuran-4-yl)-4,4,5,5-tetramethyl-1,3,2-dioxaborolane